FC=1C=C(C=C(C1[Si](C)(C)C)F)NC(C(C1CCOCC1)N(C(=O)C1=CC(=NO1)O)C)=O N-(2-((3,5-difluoro-4-(trimethylsilyl)phenyl)amino)-2-oxo-1-(tetrahydro-2H-pyran-4-yl)ethyl)-3-hydroxy-N-methyl-1,2-oxazole-5-carboxamide